[N+](=O)([O-])[O-] trioxonitrate